4-(1-acetyl-2-hydroxy-3-oxoindol-2-yl)benzaldehyde C(C)(=O)N1C(C(C2=CC=CC=C12)=O)(O)C1=CC=C(C=O)C=C1